(R)-N-(1-(azetidin-3-yl)ethyl)-5-(4-(trifluoromethyl)phenoxy)-2-naphthamide N1CC(C1)[C@@H](C)NC(=O)C1=CC2=CC=CC(=C2C=C1)OC1=CC=C(C=C1)C(F)(F)F